ClC=1C(=NC(=NC1)NC=1C=NN(C1C)C1CC(C1)C#N)OCC1CCN(CC1)C 3-(4-((5-chloro-4-((1-methylpiperidin-4-yl)methoxy)pyrimidin-2-yl)amino)-5-methyl-1H-pyrazol-1-yl)cyclobutane-1-carbonitrile